C(C)OC(C(F)(F)C1=C(C=C(C(=C1)Br)C=O)OC)=O (5-bromo-4-formyl-2-methoxyphenyl)-2,2-difluoroacetic acid ethyl ester